(-)-trans-6-[3-[[2-Fluoro-4-(trifluoromethyl)phenyl]methoxy]azetidine-1-carbonyl]-4,4a,5,7,8,8a-hexahydropyrido[4,3-b][1,4]oxazin-3-one FC1=C(C=CC(=C1)C(F)(F)F)COC1CN(C1)C(=O)N1C[C@@H]2[C@H](OCC(N2)=O)CC1